(2S,4R)-1-[(2S)-2-(4-cyclopropyltriazol-1-yl)-3,3-dimethyl-butanoyl]-4-hydroxy-N-(6-methyl-1,1-dioxo-thian-3-yl)pyrrolidine-2-carboxamide C1(CC1)C=1N=NN(C1)[C@H](C(=O)N1[C@@H](C[C@H](C1)O)C(=O)NC1CS(C(CC1)C)(=O)=O)C(C)(C)C